3,3-difluoro-N-methoxy-N,1-dimethylcyclobutane-1-carboxamide FC1(CC(C1)(C(=O)N(C)OC)C)F